C(N)(O[C@@H]1[C@H](N(C([C@@H]1C)=O)C=1C=C2C=NN(C2=CC1)C1=CC=C(C=C1)F)C=1SC(=CC1)Cl)=O |r| (rac-(2s,3s,4r)-2-(5-chlorothiophene-2-yl)-1-(1-(4-fluorophenyl)-1H-indazol-5-yl)-4-methyl-5-oxopyrrolidin-3-yl) carbamate